3,4-epoxycyclohexylmethyl (3,4-epoxy cyclohexanecarboxylate) C1(CC2C(CC1)O2)C(=O)OCC2CC1C(CC2)O1